N-[(1H-benzimidazol-2-yl)methyl]-6-cyclopropyl-1-phenyl-1H-pyrazolo[3,4-b]pyrazin-3-amine N1C(=NC2=C1C=CC=C2)CNC2=NN(C1=NC(=CN=C12)C1CC1)C1=CC=CC=C1